1-(2,4-dihydroxyphenyl)-3-(2'-hydroxyphenyl)-1-propanol OC1=C(C=CC(=C1)O)C(CCC1=C(C=CC=C1)O)O